OCCC1=C(C(=O)O)C=CC(=C1)C(=O)O 2-Hydroxyethyl-terephthalic acid